methyl 2-((benzo[d]thiazol-5-ylmethyl)(isopropyl)amino)-2-oxoacetate S1C=NC2=C1C=CC(=C2)CN(C(C(=O)OC)=O)C(C)C